(1S,2R)-7-Chloro-2-hydroxy-1,2,3,4-tetrahydronaphthalin-1-yl-carbamat ClC1=CC=C2CC[C@H]([C@H](C2=C1)NC([O-])=O)O